propionoic acid C(CC)(=O)O